ClC=1C(=C(C=CC1)NC1=C(NC2=C1C(NCC21CCN(CC1)C(C=C)=O)=O)C1=C(C=NC=C1)F)F 3'-[(3-chloro-2-fluorophenyl)amino]-2'-(3-fluoropyridin-4-yl)-1-(prop-2-enoyl)-5',6'-dihydro-1'H-spiro[piperidine-4,7'-pyrrolo[3,2-c]pyridin]-4'-one